C(C)(C)(C)OC(=O)N=C(N1CC(C1)C1=NC(=NO1)C1=CC=C(C=C1)CCCCCCCCC)NC(OC(C)(C)C)=O tert-butyl (((tert-butoxycarbonyl)imino)(3-(3-(4-nonylphenyl)-1,2,4-oxadiazol-5-yl)azetidin-1-yl)methyl)carbamate